FC1=C2C=CC(=CC2=CC=C1)O 5-fluoronaphthalene-2-ol